ClC=1C=C(C=NC1C1=NN(C=N1)C)NC(=O)NC1=C(C=2N(N=C1)C=C(N2)C)[C@H](C)OC (S)-N-(5-chloro-6-(1-methyl-1H-1,2,4-triazol-3-yl)pyridin-3-yl)-N'-(8-(1-methoxyethyl)-2-methylimidazo[1,2-b]pyridazin-7-yl)urea